5-((4-chloro-2-(1-(2-hydroxyethyl)-4,5-dihydro-1H-imidazol-2-yl)-5-((3'-(3-(4-hydroxypiperidin-1-yl)propoxy)-2,2'-dimethyl-[1,1'-biphenyl]-3-yl)methoxy)phenoxy)methyl)nicotinonitrile ClC1=CC(=C(OCC=2C=NC=C(C#N)C2)C=C1OCC=1C(=C(C=CC1)C1=C(C(=CC=C1)OCCCN1CCC(CC1)O)C)C)C=1N(CCN1)CCO